(5-(bromomethyl)-1-phenyl-1H-pyrazol-3-yl)pyridine BrCC1=CC(=NN1C1=CC=CC=C1)C1=NC=CC=C1